C(CCCC)OCCCCC.[Ti] titanium amyloxide